C1=CC(=CC=C1S(=O)(=O)Cl)Br p-bromobenzenesulfonyl chloride